(Z)-2-((1S,5S)-5-(3-Methoxyphenyl)-2-phenethyl-2-azabicyclo[3.3.1]nonan-9-ylidene)acetonitrile COC=1C=C(C=CC1)[C@@]1/2CCN([C@@H](CCC1)\C2=C/C#N)CCC2=CC=CC=C2